C(N)(=O)C=1N=CC(=NC1NC=1C=NN(C1)C)N1C[C@@H](CCC1)N1C(OC2(CN(C2)C(=O)OC(C)(C)C)C1)=O tert-butyl (R)-7-(1-(5-carbamoyl-6-((1-methyl-1H-pyrazol-4-yl)amino)pyrazin-2-yl)piperidin-3-yl)-6-oxo-5-oxa-2,7-diazaspiro[3.4]octane-2-carboxylate